1-(2-bromoethyl)-2,5-dimethylbenzene BrCCC1=C(C=CC(=C1)C)C